N1C(=NC2=C1C=CC=C2)NC(CCNC(C)=O)C2=CC(=CC=C2)C(F)(F)F N-{3-[(1H-1,3-benzodiazol-2-yl)amino]-3-[3-(trifluoromethyl)phenyl]propyl}acetamide